3-(2-acetyl-5-isooctylphenyl)-5-isooctylbenzofuran-2-one C(C)(=O)C1=C(C=C(C=C1)CCCCCC(C)C)C1C(OC2=C1C=C(C=C2)CCCCCC(C)C)=O